diethoxyethylthio-benzoic acid C(C)OC(CSC1=C(C(=O)O)C=CC=C1)OCC